N-(4-Aminopyridin-3-Yl)Acetamide HCl Cl.NC1=C(C=NC=C1)NC(C)=O